methyl 5-benzyl-3-(((5-chloro-2-methylthiazol-4-yl)methoxy)methyl)-4,5-dihydroisoxazole-5-carboxylate C(C1=CC=CC=C1)C1(CC(=NO1)COCC=1N=C(SC1Cl)C)C(=O)OC